C(C(=C)C)(=O)OCCO[Si](C)(C)C(C)(C)C 2-((tert-butyldimethylsilyl)oxy)ethyl methacrylate